NC[C@H]1N(CCC1)C1=CC(=CC(=N1)N1CC=2C(=NC=CC2C1=O)C1=C(C=CC=C1OC)F)C 2-(6-((S)-2-(aminomethyl)pyrrolidin-1-yl)-4-methylpyridin-2-yl)-4-(2-fluoro-6-methoxyphenyl)-2,3-dihydro-1H-pyrrolo[3,4-c]pyridin-1-one